1-(6-(1-((1-(3-((4-((5-chloropyrimidin-2-yl)amino)piperidin-1-yl)sulfonyl)phenyl)-piperidin-4-yl)methyl)piperidin-4-yl)-1-methyl-1H-indazol-3-yl)dihydropyrimidine-2,4(1H,3H)-dione ClC=1C=NC(=NC1)NC1CCN(CC1)S(=O)(=O)C=1C=C(C=CC1)N1CCC(CC1)CN1CCC(CC1)C1=CC=C2C(=NN(C2=C1)C)N1C(NC(CC1)=O)=O